N1=CN=CC2=C1NC=C2C=2SC=C(N2)C=2C=C(C=CC2)[C@]2(CCC=1C2=NC=CC1)O (S)-7-(3-(2-(7H-Pyrrolo[2,3-d]pyrimidin-5-yl)thiazol-4-yl)phenyl)-6,7-dihydro-5H-cyclopenta[b]pyridin-7-ol